4-((3,5-Bis((E)-3,4-dimethoxybenzylidene)-4-oxocyclohexyl)carbamoyl)thiazol-3-ium trifluoroacetate FC(C(=O)[O-])(F)F.COC=1C=C(\C=C\2/CC(C\C(\C2=O)=C/C2=CC(=C(C=C2)OC)OC)NC(=O)C=2[NH+]=CSC2)C=CC1OC